NC=1C=C2CC(N(CC2=CC1Cl)C(=O)OCC(Cl)(Cl)Cl)C(=O)OC 3-methyl 2-(2,2,2-trichloroethyl) 6-amino-7-chloro-3,4-dihydroisoquinoline-2,3(1H)-dicarboxylate